(R)-4-(6-(4-(1,2-dimethylpyrrolidine-2-carbonyl)piperazin-1-yl)pyridin-3-yl)-6-(1-methyl-1H-pyrazol-4-yl)pyrazolo[1,5-a]pyrazine-3-carbonitrile CN1[C@](CCC1)(C(=O)N1CCN(CC1)C1=CC=C(C=N1)C=1C=2N(C=C(N1)C=1C=NN(C1)C)N=CC2C#N)C